(3-(1-(6-Chloropyridin-2-yl)-4-formyl-1H-pyrazol-3-yl)prop-2-yn-1-yl)carbamic acid tert-butyl ester C(C)(C)(C)OC(NCC#CC1=NN(C=C1C=O)C1=NC(=CC=C1)Cl)=O